3-[2-(1-cyclopropyl-6-fluoro-1,3-benzodiazol-5-yl)ethynyl]-5-(methylamino)-1-[1-(prop-2-enoyl)azetidin-3-yl]pyrazole-4-carboxamide C1(CC1)N1C=NC2=C1C=C(C(=C2)C#CC2=NN(C(=C2C(=O)N)NC)C2CN(C2)C(C=C)=O)F